ClC1=CC=C(C(=N1)C(=O)O)N[C@H](C)C1=C2N=C(C(=NC2=CC(=C1)C)C#N)N1CCOC2(CC2)C1 (R)-6-chloro-3-((1-(2-cyano-7-methyl-3-(4-oxa-7-azaspiro[2.5]octan-7-yl)quinoxalin-5-yl)ethyl)amino)picolinic acid